(E)-N-(2-oxo-2,3-dihydro-1H-benzo[d]imidazol-4-yl)-3-(2-(thiophen-2-yl)-6-(trifluoromethyl)pyridin-3-yl)acrylamide O=C1NC2=C(N1)C=CC=C2NC(\C=C\C=2C(=NC(=CC2)C(F)(F)F)C=2SC=CC2)=O